Cl.CC=1C=C(C=CC1C)NC1N(C(=NC(=N1)N)N1CCOCC1)C1=CC(=CC=C1)OC N-(3,4-Dimethylphenyl)-N1-(3-methoxyphenyl)-6-morpholin-4-yl-[1,3,5]triazine-2,4-diamine hydrochloride